3a-Methyl-7-(methylthio)-2,3,3a,4-tetrahydro-1H-cyclopenta[b]quinoline CC12NC=3C=CC(=CC3C=C1CCC2)SC